2-(3,5-difluorophenyl)-2-methyl-propanoic acid FC=1C=C(C=C(C1)F)C(C(=O)O)(C)C